NC=1C(NC2=CC(=C(N=C2C1C1=C2C=NNC2=C(C=C1)Cl)C)C)=O 3-Amino-4-(7-chloro-1H-indazol-4-yl)-6,7-dimethyl-1H-1,5-naphthyridin-2-one